N-(3-chloro-5-(methylsulfonamido)phenyl)-4-(3-(oxazol-5-ylmethoxy)pyridin-2-yl)thiophene-2-carboxamide ClC=1C=C(C=C(C1)NS(=O)(=O)C)NC(=O)C=1SC=C(C1)C1=NC=CC=C1OCC1=CN=CO1